(S)-2-(1-(4-chlorobenzoyl)pyrrolidin-3-yl)-5-hydroxy-N-(isoxazol-4-yl)-1-methyl-6-oxo-1,6-dihydropyrimidine-4-carboxamide ClC1=CC=C(C(=O)N2C[C@H](CC2)C=2N(C(C(=C(N2)C(=O)NC=2C=NOC2)O)=O)C)C=C1